[N+](=O)([O-])C1=C(C(O)=CC=C1)O nitro-catechol